FC(C1=NC=CC(=C1)C=1C=NN2C1N=CC(=C2)CN2CCC(CC2)(CO)CO)(F)F (1-((3-(2-(Trifluoromethyl)pyridin-4-yl)pyrazolo[1,5-a]pyrimidin-6-yl)methyl)piperidine-4,4-diyl)dimethanol